2-oxa-8-azabicyclo[3.3.1]-nonane-3,6-diene-4,6-dicarboxaldehyde C12OC=C(C(C(=CN1)C=O)C2)C=O